1-(4-(trifluoromethoxy)phenyl)piperidine FC(OC1=CC=C(C=C1)N1CCCCC1)(F)F